(5-phenoxypyrazin-2-yl)propanamide O(C1=CC=CC=C1)C=1N=CC(=NC1)C(C(=O)N)C